4-(1-ethoxyvinyl)-6,7-difluoro-2-methyl-phthalazin-1-one C(C)OC(=C)C1=NN(C(C2=CC(=C(C=C12)F)F)=O)C